(2S,3R,4R,5S,6R)-2-(7-chloro-6-(4-cyclopropylbenzyl)-2,3-dihydrobenzofuran-4-Yl)-6-(hydroxymethyl)tetrahydro-2H-pyran-3,4,5-triol ClC1=C(C=C(C=2CCOC21)[C@@H]2O[C@@H]([C@H]([C@@H]([C@H]2O)O)O)CO)CC2=CC=C(C=C2)C2CC2